2-(3-bromo-4-hydroxyphenyl)acetonitrile BrC=1C=C(C=CC1O)CC#N